N-(5-carbamoyl-7-methoxy-1-propyl-1H-benzo[d]imidazol-2-yl)quinoline-2-carboxamide C(N)(=O)C1=CC2=C(N(C(=N2)NC(=O)C2=NC3=CC=CC=C3C=C2)CCC)C(=C1)OC